FC(CCN1CC(=CC1)C=1C(=C(C(=CC1)O)N1CC(NS1(=O)=O)=O)F)F 5-(3-(1-(3,3-difluoropropyl)-2,5-dihydro-1H-pyrrol-3-yl)-2-fluoro-6-hydroxyphenyl)-1,2,5-thiadiazolidin-3-one 1,1-dioxide